C1(CCC(CC1)C(C)(C)O)C menthan-8-ol